N1C(=NC2=C1C=CC=C2)C2=CC=CC(=N2)C2(CN(CCC21CCNCC1)C=O)C1=NC(=CC=C1)C1=NC2=C(N1)C=CC=C2 di-(6-(1H-benzo[d]imidazol-2-yl)pyridin-2-yl)(3,9-diazaspiro[5.5]undecan-3-yl)methanone